CN1CCN(CC1)C1=NC=CC(=C1)C=1C=C(C=2C=NN(C2C1)C(C)C)C(=O)N 6-[2-(4-methylpiperazin-1-yl)pyridin-4-yl]-1-propan-2-ylindazole-4-carboxamide